BrC=1C(=C2C(C(NC2=C(C1)F)=O)(C)C)F 5-bromo-4,7-difluoro-3,3-dimethyl-1H-indol-2-one